[Si].[Sb].[Ge] germanium antimony silicon